O(C1=CC=C(C=C1)C)C1=CC=C(C=C1)C 1,1'-oxybis(4-methylbenzene)